C1(CC1)C1=CC=C(C=C1)N1C(C2=CC=C(C=C2C[C@H]1C)C=1C=NN(C1)CC)C1=CC=C(OCCN)C=C1 2-(4-((3R)-2-(4-cyclopropylphenyl)-6-(1-ethyl-1H-pyrazol-4-yl)-3-methyl-1,2,3,4-tetrahydroisoquinolin-1-yl)phenoxy)ethanamine